N-{9-[(2R,4S,5R)-4-[(tert-butyldimethylsilyl)oxy]-5-(hydroxymethyl)oxolan-2-yl]purin-6-yl}-2-methylpropanamide [Si](C)(C)(C(C)(C)C)O[C@H]1C[C@@H](O[C@@H]1CO)N1C2=NC=NC(=C2N=C1)NC(C(C)C)=O